(5R,5aR,8aS,9R)-2,2-difluoro-8-oxo-9-(3,4,5-trimethoxyphenyl)-5,5a,6,8,8a,9-hexahydrofuro[3',4':6,7]naphtho[2,3-d][1,3]dioxol-5-yl acetate C(C)(=O)O[C@H]1C2=CC3=C(OC(O3)(F)F)C=C2[C@H]([C@H]2[C@@H]1COC2=O)C2=CC(=C(C(=C2)OC)OC)OC